7-((((1R,2S,4R)-2-Fluoro-4-((pyrazolo[1,5-a]pyridin-7-ylmethyl)amino)cyclohexyl)amino)methyl)quinazoline-2,4(1H,3H)-dione F[C@@H]1[C@@H](CC[C@H](C1)NCC1=CC=CC=2N1N=CC2)NCC2=CC=C1C(NC(NC1=C2)=O)=O